(1s,4s)-4-fluoro-4-(hydroxymethyl)cyclohexane-1-carboxylic acid ethyl ester C(C)OC(=O)C1CCC(CC1)(CO)F